FC=1C=CC(=C(C1)C1CCN(CC1)C(=O)C1=NNC=2CN(CCC21)C(C)=O)C(F)(F)F 1-(3-(4-(5-fluoro-2-(trifluoromethyl)phenyl)piperidine-1-carbonyl)-1,4,5,7-tetrahydro-6H-pyrazolo[3,4-c]pyridin-6-yl)ethan-1-one